tert-butyl (2S)-2-((5-chloro-2,4-difluorophenyl) aminocarbonyl)-4-cyclopropyl-3,4-dihydroxypyrrolidine-1-carboxylate ClC=1C(=CC(=C(C1)NC(=O)[C@H]1N(CC(C1O)(O)C1CC1)C(=O)OC(C)(C)C)F)F